tert-butyl 1-formyl-5-azaspiro[2.5]octane-5-carboxylate C(=O)C1CC12CN(CCC2)C(=O)OC(C)(C)C